COC=1C(=C(C=CC1)[C@H]1N(CCC1)C(CC=1C=NC(=CC1C)C(F)(F)F)=O)C 1-[(2S)-2-(3-methoxy-2-methyl-phenyl)pyrrolidin-1-yl]-2-[4-methyl-6-(trifluoromethyl)-3-pyridyl]ethanone